1-Phenylnaphthalin C1(=CC=CC=C1)C1=CC=CC2=CC=CC=C12